1-(4-(6-fluoro-4-(1,4-dioxa-8-azaspiro[4.5]decan-8-yl)quinoline-3-carbonyl)piperazin-1-yl)propan-1-one FC=1C=C2C(=C(C=NC2=CC1)C(=O)N1CCN(CC1)C(CC)=O)N1CCC2(OCCO2)CC1